COC(C=C(CCCCCCCCCC(C)O)O)=O 3,13-dihydroxytetradecenoic acid methyl ester